C(CCCCCCCCCCC)N(C)CC(=O)O lauryl-sarcosine